COCC(C(C(=O)O)=O)C methoxymethyloxobutanoic acid